4-Chloro-7,7-difluoro-2-(methylthio)-6,7-dihydro-cyclopenta[d]pyrimidine ClC=1C2=C(N=C(N1)SC)C(CC2)(F)F